N1(C=NC=C1)C(=O)C=1N=C2C(=NC1N)NC=C2C 2-(1H-imidazole-1-carbonyl)-7-methyl-5H-pyrrolo[2,3-b]pyrazin-3-amine